2-t-butylperoxy-2-methyl-N-[4-cyano-3-(trifluoromethyl)phenyl]-3-[(4-fluorophenyl)sulfanyl]propanamide 5-bromo-2-(isobutyryl-oxy)-3-((pyridin-3-yl-imino)methyl)phenyl-nicotinate BrC=1C=C(C(=C(C1)OC(C1=CN=CC=C1)=O)OC(C(C)C)=O)C=NC=1C=NC=CC1.C(C)(C)(C)OOC(C(=O)NC1=CC(=C(C=C1)C#N)C(F)(F)F)(CSC1=CC=C(C=C1)F)C